C(C=C)N(CCO)CCO 2-[allyl-(2-hydroxyethyl)amino]-1-ethanol